oxyindolylalanine C1=CC=C2C(=C1)C(C(=O)N2)C[C@@H](C(=O)O)N